2-[(3-AMINOPROPYL)AMINO]ACETIC ACID NCCCNCC(=O)O